N1(C=NC=C1)C=1C=C(C(=O)NC2C(CCCC2)OC)C=CC1 3-(1H-imidazol-1-yl)-N-(2-methoxycyclohexyl)benzamide